N-(4-{[6,7-Bis(methyloxy)chinolin-4-yl]oxy}-2-methylphenyl)-N'-(4-fluorophenyl)cyclopropan-1,1-dicarboxamid COC=1C=C2C(=CC=NC2=CC1OC)OC1=CC(=C(C=C1)NC(=O)C1(CC1)C(=O)NC1=CC=C(C=C1)F)C